7-fluoro-9H-pyrido[3,4-b]indole-1-carboxylic acid ethyl ester C(C)OC(=O)C1=NC=CC2=C1NC1=CC(=CC=C21)F